N-[(2-aminoquinolin-7-yl)methyl]-N-[5-(hydroxymethyl)-1-methyl-1H-pyrazol-4-yl]acetamide NC1=NC2=CC(=CC=C2C=C1)CN(C(C)=O)C=1C=NN(C1CO)C